ClC1=CC=C(C=C1)[C@@H](C)OC1=C(NC(=C1)C(=O)NCC)C(=O)NC |r| Racemic-3-(1-(4-chlorophenyl)ethoxy)-N5-ethyl-N2-methyl-1H-pyrrole-2,5-dicarboxamide